ClC1=CC2=C(N(CN(C2=O)C=2C(=NC(=CC2)OC)C)C2=C(C=C(C=C2)F)C)N=C1 6-chloro-1-(4-fluoro-2-methylphenyl)-3-(6-methoxy-2-methylpyridin-3-yl)-2,3-dihydropyrido[2,3-d]pyrimidin-4(1H)-one